C(CCCCCCCCCCC)[SH-]C([SH-]C(C#N)(CCCO)C)=S S-dodecyl-S'-[methyl-hydroxypropyl-cyanomethyl]-trithiocarbonate